C(C)(=S)OC1=C(C(=C(C=C1)Br)Cl)SC O-(4-bromo-3-chloro-2-methylsulfanyl-phenyl) thioacetate